methyl (R,E)-4-(2-(2-(2-(3-fluorophenyl)-N-(1-(1-(naphthalen-1-yl)ethyl)piperidin-4-yl)acetamido)acetamido)acetamido)but-2-enoate FC=1C=C(C=CC1)CC(=O)N(C1CCN(CC1)[C@H](C)C1=CC=CC2=CC=CC=C12)CC(=O)NCC(=O)NC/C=C/C(=O)OC